ClC=1C=C(C=CC1)C=1N=C(NC1)C=1C=C(CNCC(=O)O)C=CC1 (3-(4-(3-chlorophenyl)-1H-imidazol-2-yl)benzyl)glycine